COC=1C=C2C=CC(=CC2=CC1)C(C=O)C 2-(6-methoxy-2-naphthyl)propanal